(2-(benzo[c][1,2,5]oxadiazol-5-ylmethoxy)-5-chloro-4-((2-chloro-3'-hydroxy-[1,1'-biphenyl]-3-yl)methoxy)benzyl)-D-serine N=1ON=C2C1C=CC(=C2)COC2=C(CN[C@H](CO)C(=O)O)C=C(C(=C2)OCC=2C(=C(C=CC2)C2=CC(=CC=C2)O)Cl)Cl